1-(3-cyclopropyl-1-(1-methyl-3-(1-methyl-1H-pyrazol-4-yl)-1H-indazol-5-yl)-5,6-dihydroimidazo[1,5-a]pyrazin-7(8H)-yl)ethan-1-one C1(CC1)C1=NC(=C2N1CCN(C2)C(C)=O)C=2C=C1C(=NN(C1=CC2)C)C=2C=NN(C2)C